ClC1=NC=C(C(=N1)C1=C(C2=C(S1)C1(CCC3(OCCO3)CC1)N(C2=O)C)C)F 2-(2-Chloro-5-fluoropyrimidin-4-yl)-3,5-dimethyldispiro[thieno[2,3-c]pyrrole-6,1'-cyclohexane-4',2''-[1,3]dioxolan]-4(5H)-one